C(CCCCCCCCC(=O)OCCCCCCCCC)(=O)OCCCCCCCCC di-(n-nonyl) sebacate